4-(1-(tert-butoxycarbonyl)azetidin-3-yl)-1-methylpyridin-1-ium C(C)(C)(C)OC(=O)N1CC(C1)C1=CC=[N+](C=C1)C